The molecule is a carbamate ester that is cytidine in which the hydrogen at position 5 is replaced by fluorine and in which the amino group attached to position 4 is converted into its N-(penyloxy)carbonyl derivative. Capecitabine is a antineoplastic agent used in the treatment of cancers. It has a role as an antineoplastic agent, a prodrug and an antimetabolite. It is a carbamate ester, an organofluorine compound and a member of cytidines. CCCCCOC(=O)NC1=NC(=O)N(C=C1F)[C@H]2[C@@H]([C@@H]([C@H](O2)C)O)O